O=C1NC(CCC1N1C(C2=CC=C(C=C2C1)OCCOCCN(C(OC(C)(C)C)=O)C1=CC2=C(N=C(S2)C2=CC=C(C=C2)C=2C=NC(=CC2)N(C)C)C=C1)=O)=O tert-butyl N-[2-[2-[[2-[2,6-bis(oxo)piperidin-3-yl]-1-oxo-3H-isoindol-5-yl]oxy]ethoxy]-ethyl]-N-[2-[4-[6-(dimethylamino)pyridin-3-yl]phenyl]-1,3-benzothiazol-6-yl]carbamate